(2-((4-isothiocyanatobutyl)sulfanyl)ethoxy)-[1,1'-biphenyl]-2-ol N(=C=S)CCCCSCCOC1=C(C(=CC=C1)C1=CC=CC=C1)O